OC1=C(C=C(C=C1)C(C)(C)C1=CC(=C(C=C1)O)C1CCCCC1)C1CCCCC1 2,2-bis(4-hydroxy-3-cyclohexylphenyl)propane